ClC=1C(=NC(=CC1)SC)C1=NN=C(N1C)C1=C(C=CC=C1F)F 3-chloro-2-(5-(2,6-difluorophenyl)-4-methyl-4H-1,2,4-triazol-3-yl)-6-(methylthio)pyridine